tert-butyl 4-[1-(2,6-dioxo-3-piperidyl)-6-fluoro-indolin-5-yl]piperidine-1-carboxylate O=C1NC(CCC1N1CCC2=CC(=C(C=C12)F)C1CCN(CC1)C(=O)OC(C)(C)C)=O